BrC=1C=NC(=NC1)C=1N=C(C2=C(N1)N(C=C2)C)N (5-bromopyrimidin-2-yl)-7-methyl-7H-pyrrolo[2,3-d]pyrimidin-4-amine